ClC=1C=C(C=NC1N1N=CC=N1)NC(=O)C=1C=NN(C1C(F)(F)F)C1=C(C=CC=C1F)Cl N-(5-chloro-6-(2H-1,2,3-triazol-2-yl)pyridin-3-yl)-1-(2-chloro-6-fluorophenyl)-5-(trifluoromethyl)-1H-pyrazole-4-carboxamide